4-(methoxy-d3)-N-((1s,4s)-4-methoxycyclohexyl)-5-(pyrazolo[1,5-a]pyridin-5-yl)-7H-pyrrolo[2,3-d]pyrimidin-2-amine C(OC=1C2=C(N=C(N1)NC1CCC(CC1)OC)NC=C2C2=CC=1N(C=C2)N=CC1)([2H])([2H])[2H]